C(#N)C=1C=C(C=CC1)C=1N=C(SC1C1=CC(=NC(=C1)C)C)NC(=O)N1C[C@@H](CC1)C(C)(C)O (3R)-N-[4-(3-cyanophenyl)-5-(2,6-dimethyl-4-pyridinyl)thiazol-2-yl]-3-(1-hydroxy-1-methyl-ethyl)pyrrolidine-1-carboxamide